pentanediol di(methyl)acrylate CC(=CC(=O)OC(CCCC)O)C